6-(2-(6-methylpyridin-2-yl)-5,6-dihydrocyclopenta[d]imidazol-1(4H)-yl)imidazo[1,2-a]pyridine-3-carboxylic acid CC1=CC=CC(=N1)C1=NC2=C(N1C=1C=CC=3N(C1)C(=CN3)C(=O)O)CCC2